3-Bromo-5,6-dihydroimidazo[1,2-d]pyrido[3,4-f][1,4]oxazepine BrC1=CN=C2N1CCOC1=C2C=NC=C1